2-methyl-1-nitro-3-(trifluoromethyl)benzene CC1=C(C=CC=C1C(F)(F)F)[N+](=O)[O-]